CC(CCCC)CCCC(CCCCCCCC(CCCCCCCC)C)C 5,9,17-Trimethylpentacosane